benzyl N-[(1R,2S)-2-(4-fluorophenyl)cyclopropyl]-N-[(4R)-5-(4-methylpiperazin-1-yl)-5-oxo-4-[[4-(1H-1,2,3-triazol-1-yl)phenyl]formamido]pentyl]carbamate FC1=CC=C(C=C1)[C@H]1[C@@H](C1)N(C(OCC1=CC=CC=C1)=O)CCC[C@H](C(=O)N1CCN(CC1)C)NC(=O)C1=CC=C(C=C1)N1N=NC=C1